(2-Chloropyrimidin-4-yl)-1-isopropyl-2-methyl-1H-benzo[d]imidazole ClC1=NC=CC(=N1)C1=CC=CC=2N(C(=NC21)C)C(C)C